5-(3-(5-(3,3-dimethylbutyl)-2,5-dihydro-1H-pyrrol-3-yl)-2-fluoro-6-hydroxyphenyl)-1,2,5-thiadiazolidin-3-one 1,1-dioxide CC(CCC1C=C(CN1)C=1C(=C(C(=CC1)O)N1CC(NS1(=O)=O)=O)F)(C)C